2-((1r,4r)-4-(2-(4-(trimethylsilyl)cyclohexyl)imidazo[4,5-d]Pyrrolo[2,3-b]Pyridin-1(6H)-yl)cyclohexyl)acetonitrile C[Si](C1CCC(CC1)C1=NC=2C(=C3C(=NC2)NC=C3)N1C1CCC(CC1)CC#N)(C)C